[Si](C)(C)(C(C)(C)C)OCCN(CCCO)CCO[Si](C)(C)C(C)(C)C 3-(bis(2-((tert-butyldimethylsilyl)oxy)ethyl)amino)propan-1-ol